5-amino-3-(1-propoxyethyl)-1-cyclohexene-1-carboxylic acid ethyl ester C(C)OC(=O)C1=CC(CC(C1)N)C(C)OCCC